2-chloro-5-((3-chloro-2-((1-methyl-1H-pyrazol-3-yl)ethynyl)pyridin-4-yl)thio)pyrazine ClC1=NC=C(N=C1)SC1=C(C(=NC=C1)C#CC1=NN(C=C1)C)Cl